CC=1N=NN(N1)C(C1CCNCC1)C1=CC=CC=C1 4-((5-methyl-2H-tetrazol-2-yl)(phenyl)methyl)piperidin